glutamine Aminoamide NNC([C@@H](N)CCC(N)=O)=O